C(C1=CC=CC=C1)C1N(CC(C1N)(F)F)CC1=CC=CC=C1 dibenzyl-4,4-difluoropyrrolidin-3-amine